C(C)N(C1C(CCC1)OC=1C=C2CN(C(C2=CC1)=O)C1C(NC(CC1)=O)=O)CC1CC(C1)OC 3-(5-((2-(ethyl(((1r,3r)-3-methoxycyclobutyl)methyl)amino)cyclopentyl)oxy)-1-oxoisoindolin-2-yl)piperidine-2,6-dione